N1=CC=C(C=C1)C=1N=C(C2=C(N1)C=NC=C2)N2CCC1(CC(NC1)C(=O)OC)CC2 methyl 8-(2-(pyridin-4-yl) pyrido[3,4-d]pyrimidin-4-yl)-2,8-diazaspiro[4.5]decane-3-carboxylate